perfluorophenyl 7-(1-hydroxy cyclobutyl)-2-methoxyquinoline-3-carboxylate OC1(CCC1)C1=CC=C2C=C(C(=NC2=C1)OC)C(=O)OC1=C(C(=C(C(=C1F)F)F)F)F